4-(4-(4-(2-(2-Aminopyridin-3-yl)-5-(4-fluorophenyl)-3H-imidazo[4,5-b]pyridin-3-yl)benzyl)piperazin-1-yl)pyrimidine-2-carbonitrile NC1=NC=CC=C1C1=NC=2C(=NC(=CC2)C2=CC=C(C=C2)F)N1C1=CC=C(CN2CCN(CC2)C2=NC(=NC=C2)C#N)C=C1